3-[5-(5,7-dihydropyrrolo[3,4-b]pyridine-6-carbonyl)-1-oxo-isoindolin-2-yl]piperidine-2,6-dione N1=C2C(=CC=C1)CN(C2)C(=O)C=2C=C1CN(C(C1=CC2)=O)C2C(NC(CC2)=O)=O